CC1(C(NC2=CC=C(C=C12)C(=O)NC1(CCS(CC1)(=O)=O)C)=O)C 3,3-dimethyl-N-(4-methyl-1,1-dioxo-thian-4-yl)-2-oxo-indoline-5-carboxamide